ClS(=O)(=O)C1=C(C(=O)OC)C=C(C=C1)S(NC)(=O)=O methyl 2-(chlorosulfonyl)5-(methylsulfamoyl)benzoate